3-{4-[4-(3,7-difluoro-1H-pyrrolo[3,2-c]pyridin-4-yl)piperidine-1-carboxamido]bicyclo[2.2.2]octane-1-yl}butyric acid FC1=CNC2=C1C(=NC=C2F)C2CCN(CC2)C(=O)NC21CCC(CC2)(CC1)C(CC(=O)O)C